N,N-dibenzyl-3-[2-(methanesulfonyl)pyrimidin-4-yl]bicyclo[1.1.1]pentan-1-amine C(C1=CC=CC=C1)N(C12CC(C1)(C2)C2=NC(=NC=C2)S(=O)(=O)C)CC2=CC=CC=C2